C1(CCCC1)C=C(C(=O)OCCCC)C(=O)OCCCC di-n-butyl (cyclopentylmethylene)malonate